tert-butyl (R)-3-(5-(2-(methoxymethoxy)-6-methyl-4-(trifluoromethyl)phenyl)-4-methyl-6-oxopyrimidin-1(6H)-yl)piperidine-1-carboxylate COCOC1=C(C(=CC(=C1)C(F)(F)F)C)C1=C(N=CN(C1=O)[C@H]1CN(CCC1)C(=O)OC(C)(C)C)C